1-[6-(furan-2-carbonyl)-2-(methylsulfanyl)pyrimidin-4-yl]-5-methoxy-1,2,3-benzotriazole O1C(=CC=C1)C(=O)C1=CC(=NC(=N1)SC)N1N=NC2=C1C=CC(=C2)OC